1-ethenyl-aziridine C(=C)N1CC1